COC1=CC=C(CN2C3=NC(=NC(=C3N=C2)N2CCCC3=CN=CC=C23)C2=NC(=CC=C2)C)C=C1 1-(9-(4-methoxybenzyl)-2-(6-methylpyridin-2-yl)-9H-purin-6-yl)-1,2,3,4-tetrahydro-1,6-naphthyridine